FC=1C=C(C=C(C1)C(F)(F)F)C1=CC(=C2C(=N1)N=C(N2)C2=CC=C(OC1CCN(CC1)CC(=O)O)C=C2)N(C)CC2(CCC2)COC.[Na] sodium [4-(4-{5-[3-fluoro-5-(trifluoromethyl)phenyl]-7-[{[1-(methoxymethyl)cyclobutyl]methyl}(methyl)amino]-1H-imidazo[4,5-b]pyridin-2-yl}phenoxy)piperidin-1-yl]acetic acid